N-[(1S,2S)-2-Hydroxycyclopentyl]-2-(1-methyl-1H-pyrazol-4-yl)-3-oxo-6-[4-(trifluoromethyl)-phenyl]-2,3-dihydropyridazine-4-carboxamide O[C@@H]1[C@H](CCC1)NC(=O)C=1C(N(N=C(C1)C1=CC=C(C=C1)C(F)(F)F)C=1C=NN(C1)C)=O